C(#N)[C@H]1N(CSC1)C(CNC(=O)C1=CC=NC2=CC=C(C=C12)C1=CC=NN1C1OCCCC1)=O N-(2-((R)-4-Cyanothiazolidin-3-yl)-2-oxoethyl)-6-(1-(tetrahydro-2H-pyran-2-yl)-1H-pyrazol-5-yl)quinoline-4-carboxamide